C(N)(=O)C1=CC(=C(NC1=O)C(F)(F)F)C1=CC=C(OCC2C3CN(CC23)C(=O)OC(C)(C)C)C=C1 Tert-butyl 6-((4-(5-carbamoyl-6-oxo-2-(trifluoromethyl)-1,6-dihydropyridin-3-yl)phenoxy)methyl)-3-azabicyclo[3.1.0]hexane-3-carboxylate